BrC1=C(N=CO1)C1=CC=C(C=C1)F 5-bromo-4-(4-fluorophenyl)oxazole